3-acetylimidazo[1,5-a]pyridine-7-carboxylic acid C(C)(=O)C1=NC=C2N1C=CC(=C2)C(=O)O